NC=1NC2=C(C=C(C=C2C1C#N)C)F 2-amino-7-fluoro-5-methyl-1H-indole-3-carbonitrile